(1R,5s)-6-(4-ethoxyphenyl)-9,9-dimethyl-3,6-diazabicyclo[3.2.2]nonane C(C)OC1=CC=C(C=C1)N1[C@@H]2CNC[C@H](C1)CC2(C)C